ClC=1SC=CC1C1C[C@H](NCC1)C1=CC=C(C(=O)[O-])C=C1 (S)-4-(4-(2-chlorothiophen-3-yl)piperidin-2-yl)benzoate